C1(CCC1)C(CC(=O)C1=NC=C(C=C1)F)=O 1-cyclobutyl-3-(5-fluoropyridin-2-yl)propane-1,3-dione